N-(2-amino-5-(6-(tert-butylsulfonyl)-7-methoxyimidazo[1,2-a]pyridin-3-yl)pyridin-3-yl)propane-1-sulfonamide NC1=NC=C(C=C1NS(=O)(=O)CCC)C1=CN=C2N1C=C(C(=C2)OC)S(=O)(=O)C(C)(C)C